CCC[SiH](OCCC)CCC di(3-propyl)(3-propoxy)silane